1-(2-(((1R,4R)-4-hydroxycyclohexyl)amino)-6-((5-(5-phenyl-1,3,4-oxadiazol-2-yl)thiazole-2-yl)amino)pyrimidin-4-yl)-5-methylpyrrolidin-2-one OC1CCC(CC1)NC1=NC(=CC(=N1)N1C(CCC1C)=O)NC=1SC(=CN1)C=1OC(=NN1)C1=CC=CC=C1